(R)-N-((5-fluoro-2-hydroxyphenyl)(1H-indole-2-yl)methyl)-4'-(4-(piperidine-4-yl)piperazine-1-yl)-[1,1'-biphenyl]-3-carboxamide FC=1C=CC(=C(C1)[C@@H](NC(=O)C=1C=C(C=CC1)C1=CC=C(C=C1)N1CCN(CC1)C1CCNCC1)C=1NC2=CC=CC=C2C1)O